CC1=CC=CC(=N1)NC1=NC=C(C=N1)C=1C=C(C=NC1)N[C@@H]1CN(CC1)C(C=C)=O 1-{(3S)-3-[(5-{2-[(6-methylpyridin-2-yl)amino]pyrimidin-5-yl}pyridin-3-yl)amino]pyrrolidin-1-yl}prop-2-en-1-one